2-((1,1,1-trifluoro-2-methylpropan-2-yl)oxy)ethan-1-amine hydrochloride Cl.FC(C(C)(C)OCCN)(F)F